1-(1-(1-(tert-butyl)-1H-tetrazol-5-yl)cyclohexyl)-4-(3,5-dichloropyridin-4-yl)piperazine C(C)(C)(C)N1N=NN=C1C1(CCCCC1)N1CCN(CC1)C1=C(C=NC=C1Cl)Cl